The molecule is a cephalosporin compound having 5-(carboxymethyl)-4-methyl-1,3-thiazol-2-yl]sulfanyl}methyl and [2-(2-amino-1,3-thiazol-4-yl)-2-(methoxyimino)acetyl]amino side groups located at positions 3 and 7 respectively. It has a role as an antibacterial drug and an EC 1.14.18.1 (tyrosinase) inhibitor. It is a cephalosporin, a member of 1,3-thiazoles and an oxime O-ether. CC1=C(SC(=N1)SCC2=C(N3[C@@H]([C@@H](C3=O)NC(=O)/C(=N\\OC)/C4=CSC(=N4)N)SC2)C(=O)O)CC(=O)O